C(C)N(S(=O)(=O)C=1C=C2CCN(CC2=CC1)C(C(C)C)=O)[C@@H](C)C1=CC=CC=C1 (S)-N-ethyl-2-isobutyryl-N-(1-phenylethyl)-1,2,3,4-tetrahydroisoquinoline-6-sulfonamide